(R)-1-(N-(tert-Butoxycarbonyl)-N-methyl-L-leucyl)-4-phenylpiperazine-2-carboxylic acid C(C)(C)(C)OC(=O)N([C@@H](CC(C)C)C(=O)N1[C@H](CN(CC1)C1=CC=CC=C1)C(=O)O)C